3-(9-((4-(aminomethyl)-2-methylphenyl)carbamoyl)-4,5-dihydrobenzo[b]thieno[2,3-d]oxepin-8-yl)-6-((1-carboxycyclohexyl)carbamoyl)picolinic acid NCC1=CC(=C(C=C1)NC(=O)C1=CC2=C(OCCC3=C2SC=C3)C=C1C=1C(=NC(=CC1)C(NC1(CCCCC1)C(=O)O)=O)C(=O)O)C